4-t-butylphenyl-diphenylsulfonium tetraphenylborate C1(=CC=CC=C1)[B-](C1=CC=CC=C1)(C1=CC=CC=C1)C1=CC=CC=C1.C(C)(C)(C)C1=CC=C(C=C1)[S+](C1=CC=CC=C1)C1=CC=CC=C1